FC1=C2[C@H](N(C(C2=CC=C1C1=NC=CC(=C1)CN1CC(CC1)(C)O)=O)[C@@H]1C(NC(CC1)=O)=O)C (3S)-3-((3R)-4-fluoro-5-(4-((3-hydroxy-3-methylpyrrolidin-1-yl)methyl)pyridin-2-yl)-3-methyl-1-oxoisoindolin-2-yl)piperidine-2,6-dione